ClC1=C(C(=CC=C1Cl)F)[C@@]1(CN(CC1)C(C=C)=O)NC1=CC(=C2CCN(C(C2=C1)=O)C)F 7-{[(3S)-3-(2,3-Dichloro-6-fluorophenyl)-1-(prop-2-enoyl)pyrrolidin-3-yl]amino}-5-fluoro-2-methyl-3,4-dihydroisoquinolin-1-one